2,2-dimethyl-3-(3-methylphenyl)propan-1-ol CC(CO)(CC1=CC(=CC=C1)C)C